C(C1=CC=CC=C1)[C@@H]1N(CCCCC1)C1=CC(=CC(N1)=O)N1[C@@H]2CO[C@H](C1)C2 6-((R)-2-Benzylazepan-1-yl)-4-((1S,4S)-2-oxa-5-azabicyclo[2.2.1]heptan-5-yl)pyridin-2(1H)-one